C(C)(=O)C=1C=C(C=CC1)NC(=O)NC=1C=C2C(N(C(N(C2=CC1)CC1=CC=C(C=C1)F)=O)CCOC)=O 1-(3-acetylphenyl)-3-(1-(4-fluorobenzyl)-3-(2-methoxyethyl)-2,4-dioxo-1,2,3,4-tetrahydroquinazolin-6-yl)urea